NC1=NC(=CC(=C1)N)Cl 2,4-diamino-6-chloropyridine